NC[C@H]1[C@H](CCC1)NC(OC(C)(C)C)=O |r| racemic-1,1-dimethylethyl [(1S,2S)-2-(aminomethyl)cyclopentyl]carbamate